4-(((3S,4R)-1-((4-cyano-2-methoxyphenyl)sulfonyl)-4-hydroxy-4-(hydroxymethyl)pyrrolidin-3-yl)oxy)-2-fluorobenzonitrile C(#N)C1=CC(=C(C=C1)S(=O)(=O)N1C[C@@H]([C@@](C1)(CO)O)OC1=CC(=C(C#N)C=C1)F)OC